3-(3-ethyl-7-((3-fluoro-1-methylpiperidin-4-yl)amino)-1,1-dioxidobenzo[b]thiophen-2-yl)prop-2-yn C(C)C=1C2=C(S(C1C#CC)(=O)=O)C(=CC=C2)NC2C(CN(CC2)C)F